(R)-N-((S)-chroman-4-yl)-4-((S)-2-imino-4-isopropyl-4-methyl-6-oxotetrahydropyrimidin-1(2H)-yl)-2,2-dimethylchromane-6-carboxamide O1CC[C@@H](C2=CC=CC=C12)NC(=O)C=1C=C2[C@@H](CC(OC2=CC1)(C)C)N1C(N[C@](CC1=O)(C)C(C)C)=N